(2S,3R)-2-hydroxy-3-acetamido-4-phenylbutyric acid O[C@H](C(=O)O)[C@@H](CC1=CC=CC=C1)NC(C)=O